C(CC(O)(C(=O)OCC(CCCCC)CCC)CC(=O)OCC(CCCCC)CCC)(=O)OCC(CCCCC)CCC tri(2-propyl-1-heptyl) citrate